1,1-diethoxy-5-triethylsiloxy-2-pentyne C(C)OC(C#CCCO[Si](CC)(CC)CC)OCC